FC=1C=C(C=CC1)N1C([C@H](CCC1)N(C)C=1C2=C(N=C(N1)C1=NC=CC(=C1)OCCO)CCC2)=O (3S)-1-(3-fluorophenyl)-3-([2-[4-(2-hydroxyethoxy)pyridin-2-yl]-5H,6H,7H-cyclopenta[d]pyrimidin-4-yl](methyl)amino)piperidin-2-one